C12OCC(N(C1)C1=CC=C(C=N1)C=1C=NC=3CCN=CC3C1)C2 3-(6-(2-oxa-5-azabicyclo[2.2.1]heptan-5-yl)pyridin-3-yl)-7,8-dihydro-1,6-naphthyridin